BrC=1C=C2C(C=C(NC2=CC1)C(=O)OC)=O methyl 6-bromo-4-oxo-1,4-dihydroquinoline-2-carboxylate